Hydroxypropyl-bis-hydroxyethyl-dimethyl-ammonium chloride [Cl-].OCCCC[N+](C)(CCO)CCO